5-(1-hydroxyethyl)furan-2-carbaldehyde OC(C)C1=CC=C(O1)C=O